IC1=C2NCC(NC2=CC(=C1)C)=O 5-iodo-7-methyl-3,4-dihydroquinoxalin-2(1H)-one